C[SH3]=O (methyl)-lambda6-sulfanone